C1(CCC1)COC1=CC(=C2C(NC(=NC2=C1)CSC1CCNCC1)=O)F 7-(cyclobutylmethoxy)-5-fluoro-2-((piperidin-4-ylthio)methyl)quinazolin-4(3H)-one